methyl 1-[(4R)-2-[[2-chloro-3-[2-chloro-3-(pyrido[3,4-b]pyrazin-5-ylamino)phenyl]phenyl]carbamoyl]-4,5,6,7-tetrahydropyrazolo[1,5-a]pyridin-4-yl]azetidine-3-carboxylate ClC1=C(C=CC=C1C1=C(C(=CC=C1)NC1=NC=CC=2C1=NC=CN2)Cl)NC(=O)C2=NN1C([C@@H](CCC1)N1CC(C1)C(=O)OC)=C2